C(C\C=C/CC)(C(=O)O)C(=O)O cis-3-hexene-1,1-dicarboxylic acid